trans-tert-Butyl N-[1-[(6S)-6-[3-amino-6-methylthieno[2,3-b]pyridine-2-amido]-5,6,7,8-tetrahydroquinolin-2-yl]-4-(methoxymethyl)pyrrolidin-3-yl]-N-methylcarbamate NC1=C(SC2=NC(=CC=C21)C)C(=O)N[C@@H]2CC=1C=CC(=NC1CC2)N2C[C@H]([C@@H](C2)COC)N(C(OC(C)(C)C)=O)C